C(C)NC(=O)N1CC2(CCN3N=C(C=C32)C3=CC=2C(=NC=CN2)N=C3)C1 N-ethyl-2'-(pyrido[2,3-b]pyrazin-7-yl)-5',6'-dihydrospiro[azetidine-3,4'-pyrrolo[1,2-b]pyrazole]-1-carboxamide